O1C=C(C2=C1C=CC=C2)C=2N=C(C(=NC2)OCC(C)(O)C)C 1-[[5-(1-benzofuran-3-yl)-3-methylpyrazin-2-yl]oxy]-2-methylpropan-2-ol